NC1=CC=C(C=C1)C=1N=NN(C1)[C@@H](C(=O)O)CC1=C(C=CC=C1)C1=C(C=CC(=C1)OC(F)(F)F)O (R)-2-(4-(4-aminophenyl)-1H-1,2,3-triazol-1-yl)-3-(2'-hydroxy-5'-(trifluoromethoxy)-[1,1'-biphenyl]-2-yl)propionic acid